ClC=1C=C(CC=2NC=C(N2)C2=C(C=C(C=C2)Cl)Cl)C=CC1Cl 2-(3,4-dichlorobenzyl)-4-(2,4-dichlorophenyl)imidazole